COC=1C=C(C=CC1OC)C12CCN(C2=CC(CC1)=O)C 3a-(3,4-dimethoxyphenyl)-1-methyl-2,3,4,5-tetrahydroindol-6-one